N(=NC(=O)OCC)C(=O)OCC Diethyl azodicarboxylat